FC(C=1C=CC=2N(N1)C(=CN2)C2=CC(=NC=N2)N2CC(OCC2)C(=O)N)F 4-(6-(6-(Difluoromethyl)imidazo[1,2-b]pyridazin-3-yl)pyrimidin-4-yl)morpholine-2-carboxamide